CC1=C(C(=O)C2=C(C=CC=C2)P(OC)([O-])=O)C(=CC(=C1)C)C.[O+2].[Zr+4].COP([O-])(=O)C1=C(C=CC=C1)C(C1=C(C=C(C=C1C)C)C)=O.COP([O-])(=O)C1=C(C=CC=C1)C(C1=C(C=C(C=C1C)C)C)=O.COP([O-])(=O)C1=C(C=CC=C1)C(C1=C(C=C(C=C1C)C)C)=O.COP([O-])(=O)C1=C(C=CC=C1)C(C1=C(C=C(C=C1C)C)C)=O.COP([O-])(=O)C1=C(C=CC=C1)C(C1=C(C=C(C=C1C)C)C)=O zirconium oxygen methyl 2,4,6-trimethylbenzoylphenylphosphonate